Cl.ClC=1N=C2C(N(C=NN2C1C1=CC(=C(C=C1)OC)OC)CC1(CCNCC1)O)=O 6-chloro-7-(3,4-dimethoxyphenyl)-3-((4-hydroxypiperidin-4-yl)methyl)imidazo[2,1-f][1,2,4]triazin-4(3H)-one hydrochloride